[2-[(4-fluorophenyl)methoxy]-4-pyridyl]methanamine FC1=CC=C(C=C1)COC1=NC=CC(=C1)CN